CC1(OCC(O1)COC1=C2C(=NC=C1)SC(=C2C(=O)N)NC2=C(C=C(C=C2)I)F)C ((2,2-dimethyl-1,3-dioxolan-4-yl)methoxy)-2-((2-fluoro-4-iodophenyl)amino)thieno[2,3-b]pyridine-3-carboxamide